C1(CC1)COC=1C=C(C=CC1OC)C(C#N)(C)O[Si](C)(C)C 2-(3-cyclopropylmethoxy-4-methoxyphenyl)-2-trimethylsiloxy-propionitrile